[N+](=O)([O-])C1=CC=C(C(=O)OOC(C)C2=CC=CC=C2)C=C1 1-phenylethyl 4-nitro-peroxybenzoate